ethyl 2-[4-(dimethylcarbamoyl)-3-methyl-anilino]-4-[[(1S)-2-hydroxy-1-phenyl-ethyl]amino]pyrimidine-5-carboxylate CN(C(=O)C1=C(C=C(NC2=NC=C(C(=N2)N[C@H](CO)C2=CC=CC=C2)C(=O)OCC)C=C1)C)C